(E)-ethyl 3-(4-((E)-2-(3-hydroxyphenyl)-1-(1-(tetrahydro-2H-pyran-2-yl)-1H-indazol-5-yl)but-1-en-1-yl)phenyl)acrylate OC=1C=C(C=CC1)/C(=C(/C=1C=C2C=NN(C2=CC1)C1OCCCC1)\C1=CC=C(C=C1)/C=C/C(=O)OCC)/CC